C(=C)(C)C(CCCCCCC(N)N)CCC(CCCCCCC)C 8-isopropenyl-11-methyloctadecanediamine